CC1(OCC(OC1)COC=1C=NC=CC1CNC=1CCNC(C1C(NC1=C(C(=CC=C1)F)C)=S)=O)C 4-[[3-[(5,5-dimethyl-1,4-dioxan-2-yl)methoxy]-4-pyridinyl]methylamino]-N-(3-fluoro-2-methyl-phenyl)-6-oxo-2,3-dihydro-1H-pyridine-5-carbothioamide